COC1=C(CN(C2=CC=CC=C2)CC2=C(C=C(C=C2)OC)OC)C=CC(=C1)OC N,N-bis(2,4-dimethoxybenzyl)aniline